1-Penten oxid C1C(CCC)O1